(propane-1,3-diyl)bis(N1-methylethane-1,2-diamine) C(CCC(CN)NC)C(CN)NC